ClC1=C(C=CC(=C1)Cl)[C@@H](C)N1C2=NC(=NC=C2N=C1)O (R)-9-(1-(2,4-dichlorophenyl)ethyl)-9H-purin-2-ol